2-((5-((R)-1-((2S,4R)-4-hydroxy-2-(((S)-1-(4-(2-methylthiazol-5-yl)phenyl)ethyl)carbamoyl)pyrrolidin-1-yl)-3-methyl-1-oxobutan-2-yl)isoxazol-3-yl)oxy)acetic acid O[C@@H]1C[C@H](N(C1)C([C@H](C(C)C)C1=CC(=NO1)OCC(=O)O)=O)C(N[C@@H](C)C1=CC=C(C=C1)C1=CN=C(S1)C)=O